P(=O)(OCC(C#CC1=CC(=CC=C1)NC(C[C@H]1C=2N(C3=C(C(=N1)C1=CC=C(C=C1)Cl)C(=C(S3)C)C)C(=NN2)C)=O)N)(OC(C)(C)C)OC(C)(C)C 2-amino-4-(3-(2-((S)-4-(4-chlorophenyl)-2,3,9-trimethyl-6H-thieno[3,2-f][1,2,4]triazolo[4,3-a][1,4]diazepin-6-yl)acetamido)phenyl)but-3-yn-1-yl di-tert-butyl phosphate